(4-(2-(2-Aminopyridin-3-yl)-5-(pyrrolidin-1-yl)-3H-imidazo[4,5-b]pyridin-3-yl)phenyl)methanol NC1=NC=CC=C1C1=NC=2C(=NC(=CC2)N2CCCC2)N1C1=CC=C(C=C1)CO